γ-Hydroxyvaleric acid OC(CCC(=O)O)C